B([O-])([O-])[O-].[Al+3].[Y+3].B([O-])([O-])[O-] yttrium-aluminum borate